(R)-3-[2-(2-chloro-4-ethoxybenzoyl)-1,2,3,4-tetrahydroisoquinolin-5-yl]-3-(7-methoxy-1-methyl-1H-benzo[d][1,2,3]triazol-5-yl)propionic acid ethyl ester C(C)OC(C[C@H](C1=CC2=C(N(N=N2)C)C(=C1)OC)C1=C2CCN(CC2=CC=C1)C(C1=C(C=C(C=C1)OCC)Cl)=O)=O